1-(4-methoxyphenyl)-2-(1-methyl-1,4,6,7-tetrahydro-5H-imidazo[4,5-c]pyridin-5-yl)ethane-1-ol COC1=CC=C(C=C1)C(CN1CC2=C(CC1)N(C=N2)C)O